N-(3,4-difluorophenyl)-5-(2-(((1r,4r)-4-hydroxy-1-methylcyclohexyl)amino)-2-oxoacetyl)-1,2,4-trimethyl-1H-pyrrole-3-carboxamide FC=1C=C(C=CC1F)NC(=O)C1=C(N(C(=C1C)C(C(=O)NC1(CCC(CC1)O)C)=O)C)C